FC1(CN(CC1)C1=NC=CC(=C1NC(=O)C=1C=NC(=NC1)C1OCCC1)C1=C(C=CC=C1)F)F N-(2-(3,3-difluoropyrrolidin-1-yl)-4-(2-fluoro-phenyl)pyridin-3-yl)-2-(tetrahydrofuran-2-yl)-pyrimidine-5-carboxamide